(M)-6-Chloro-4-[(2S,5R)-2,5-dimethyl-4-prop-2-enoyl-piperazin-1-yl]-7-(4-fluorophenyl)-1-(2-isopropyl-4-methyl-3-pyridyl)pyrido[2,3-d]pyrimidin-2-one ClC1=CC2=C(N(C(N=C2N2[C@H](CN([C@@H](C2)C)C(C=C)=O)C)=O)C=2C(=NC=CC2C)C(C)C)N=C1C1=CC=C(C=C1)F